(R)-5-(3-(1-Aminoethyl)phenyl)thiophene-2-carbaldehyde N[C@H](C)C=1C=C(C=CC1)C1=CC=C(S1)C=O